ClC1=CC=C(C=N1)[C@@H](C)C1=C2C(=C(N(C2=CC=C1F)COCC[Si](C)(C)C)C)C |r| (RS)-4-(1-(6-chloropyridin-3-yl)ethyl)-5-fluoro-2,3-dimethyl-1-((2-(trimethylsilyl)ethoxy)methyl)-1H-indole